L-α-ethylproline C(C)[C@@]1(NCCC1)C(=O)O